FC1=C2C(=NC=3N(C2=CC=C1)C(=NN3)F)N(C)C3=CC(=CC(=C3)C#CC3(CC3)C(F)(F)F)F difluoro-N-(3-fluoro-5-((1-(trifluoromethyl)cyclopropyl)ethynyl)phenyl)-N-methyl-[1,2,4]triazolo[4,3-a]quinazolin-5-amine